ethyl (S)-7-(4-methoxybenzyl)-4-methyl-5,7-dihydro-4H-isoxazolo[5,4-e]indazole-3-carboxylate COC1=CC=C(CN2N=C3C[C@@H](C4=C(C3=C2)ON=C4C(=O)OCC)C)C=C1